3-(5-(((1S,2R)-2-(ethyl((3-fluorobicyclo[1.1.1]pentan-1-yl)methyl)amino)cyclopentyl)oxy)-1-oxoisoindolin-2-yl)piperidine-2,6-dione C(C)N([C@H]1[C@H](CCC1)OC=1C=C2CN(C(C2=CC1)=O)C1C(NC(CC1)=O)=O)CC12CC(C1)(C2)F